6-formyl-7-(3-methoxy-2,6-dimethyl-phenyl)-2-methyl-pyrrolo[2,3-d]pyrimidine-5-carbonitrile C(=O)C1=C(C2=C(N=C(N=C2)C)N1C1=C(C(=CC=C1C)OC)C)C#N